CC1=CC(=NC=C1)NC(=O)C1CN(C1)C1=CC=C2C(C(=CN(C2=N1)C1=NC=NS1)C(=O)O)=O 7-{3-[(4-methylpyridin-2-yl)carbamoyl]azetidin-1-yl}-4-oxo-1-(1,2,4-thiadiazol-5-yl)-1,4-dihydro-1,8-naphthyridine-3-carboxylic acid